BrC1=CC(=C(CNC2=C(C=NC3=CC(=C(C=C23)F)OC)C(=O)N)C(=C1)F)F 4-((4-Bromo-2,6-difluorobenzyl)amino)-6-fluoro-7-methoxyquinoline-3-carboxamide